C(\C=C\C(=O)OCCNC1=CC=CC=C1)(=O)OC Methyl (2-(phenylamino)ethyl) fumarate